7-bromo-5-chloro-2-(1-ethyl-1H-pyrazol-4-yl)[1,2,4]triazolo[1,5-c]quinazoline BrC1=CC=CC=2C=3N(C(=NC12)Cl)N=C(N3)C=3C=NN(C3)CC